FC(CN1N=NC(=C1)C(=O)N[C@H](CO)C1=CC=CC=C1)CCN1N=NC(=C1)C(NCC1=CC(=CC=C1)OC(F)(F)F)=O 1-{2-fluoro-4-[4-({[3-(trifluoromethoxy)phenyl]methyl}carbamoyl)-1H-1,2,3-triazol-1-yl]butyl}-N-[(1S)-2-hydroxy-1-phenylethyl]-1H-1,2,3-triazole-4-carboxamide